3-methyl-4-((1-methylpyrrolidin-3-yl)oxy)aniline CC=1C=C(N)C=CC1OC1CN(CC1)C